O=C(N[C@@H](CCC(=O)OC(C)(C)C)C(=O)OC(C)(C)C)N[C@@H](CCCCNC(COCCOCCOCCOCCNC(CCNCCC(NCCOCCOCCOCCOCC(NCCCC[C@H](NC(N[C@@H](CCC(=O)OC(C)(C)C)C(=O)OC(C)(C)C)=O)C(=O)OC(C)(C)C)=O)=O)=O)=O)C(=O)OC(C)(C)C hexa-tert-butyl (3S,7S,55S,59S)-5,13,28,34,49,57-hexaoxo-15,18,21,24,38,41,44,47-octaoxa-4,6,12,27,31,35,50,56,58-nonaazahenhexacontane-1,3,7,55,59,61-hexacarboxylate